C[C@@H]1CN(C[C@H](N1C(=O)C1=CC=C2C=C(NC2=C1)C)C)C(=O)C1=C(C=C(C=C1)OC)F ((3R,5R)-3,5-dimethyl-4-(2-methyl-1H-indole-6-carbonyl)piperazin-1-yl)(2-fluoro-4-methoxyphenyl)methanone